(S)-(4-(5-fluorobenzo[d]oxazol-2-yl)-6,7-dihydro-1H-imidazo[4,5-c]pyridin-5(4H)-yl)(5-(1-methyl-1H-pyrazol-5-yl)-1,3,4-oxadiazol-2-yl)methanone FC=1C=CC2=C(N=C(O2)[C@H]2N(CCC3=C2N=CN3)C(=O)C=3OC(=NN3)C3=CC=NN3C)C1